tert-butyl 7-(benzyloxymethyl)-1,4-oxaazepane-4-carboxylate C(C1=CC=CC=C1)OCC1CCN(CCO1)C(=O)OC(C)(C)C